N-methyl-3,4-dihydro-2H-benzo[b][1,4]oxazine-2-carboxamide CNC(=O)C1CNC2=C(O1)C=CC=C2